C[C@]12CC[C@@H](C[C@H]1CC[C@@H]3[C@@H]2CC[C@]4([C@]35[C@H](O5)C[C@@H]4C6=COC(=O)C=C6)C)O The molecule is a steroid lactone of Chan su (toad venom), a Chinese medicine obtained from the skin venom gland of toads. A specific Na/K-ATPase protein inhibitor, it is used as a cardiotonic and central nervous system (CNS) respiratory agent, an analgesic and anesthetic, and as a remedy for ulcers. It has a role as an EC 3.6.3.9 (Na(+)/K(+)-transporting ATPase) inhibitor. It is a steroid lactone and an epoxy steroid. It derives from a bufanolide.